(3-(Hexadecyloxy)-5-(pentadecyloxy)phenyl)methanol C(CCCCCCCCCCCCCCC)OC=1C=C(C=C(C1)OCCCCCCCCCCCCCCC)CO